Sodium antimony(III) [Sb+3].[Na+]